CC=1C=C(C=CC1C)N\C(=N/C=1SC(=NN1)C)\N1C(SC(=N1)C)C1=CC=C(C=C1)C1=C(C=CC=C1)C(F)(F)F (E)-N-(3,4-dimethylphenyl)-5-methyl-N'-(5-methyl-1,3,4-thiadiazol-2-yl)-2-(2'-(trifluoromethyl)-[1,1'-biphenyl]-4-yl)-1,3,4-thiadiazole-3(2H)-carboximidamide